CC1=CC(=NN1)NC1=NC(=NC2=CC(=CC=C12)N1CCN(CC1)C)[C@H]1[C@@H](C1)C1=CC=CC=C1 4-[(5-methyl-1H-pyrazol-3-yl)amino]-7-(4-methylpiperazin-1-yl)-2-[(1R,2R)-2-phenylcyclopropyl]quinazoline